C1(=CC=CC=C1)[C@@H](CC(=O)O)C (R)-3-phenylbutyric acid